N[C@@H](C(=O)O)CNC(=O)C1=CC2=NC=CC(=C2S1)CF (R)-2-amino-3-(7-(fluoromethyl)thieno[3,2-b]pyridine-2-carboxamido)propanoic acid